COC1=CC=C(C=C1)NCC(=O)C1=CC=C(C=C1)C1=NOC(=N1)C(F)(F)F 2-((4-Methoxyphenyl)amino)-1-(4-(5-(trifluoromethyl)-1,2,4-oxadiazol-3-yl)phenyl)ethan-1-on